C(C)(C)(C)OC(=O)N1C(CC(CC1)(CO[Si](C)(C)C(C)(C)C)CO[Si](C)(C)C(C)(C)C)C=O 4,4-bis(((tert-butyldimethylsilyl)oxy)methyl)-2-formylpiperidine-1-carboxylic acid tert-butyl ester